ClC1=C2CCC3(CC=4N=C(N=C(C4CO3)N3CCC(CCC3)C#N)OC[C@]34CCCN4C[C@@H](C3)F)C2=CC=C1 1-(4-chloro-2'-(((2R,7aS)-2-fluorotetrahydro-1H-pyrrolizin-7a(5H)-yl)methoxy)-2,3,5',8'-tetrahydrospiro[indene-1,7'-pyrano[4,3-d]pyrimidin]-4'-yl)azepane-4-carbonitrile